((1-(pyridin-3-yl)piperidin-4-yl)methyl)carbamic acid tert-butyl ester C(C)(C)(C)OC(NCC1CCN(CC1)C=1C=NC=CC1)=O